ClC1=CC=C(C=C1)C1C(CCC1)=O 2-(4-chlorophenyl)cyclopentanone